(3RS)-7-chloro-2-oxo-5-phenyl-2,3-dihydro-1H-1,4-benzodiazepine-3-acetate ClC=1C=CC2=C(C(=N[C@@H](C(N2)=O)CC(=O)[O-])C2=CC=CC=C2)C1 |r|